6-[8-(1,3-Benzothiazol-2-ylcarbamoyl)-3,4-dihydro-1H-isoquinolin-2-yl]-3-[2-methyl-3-[[7-(2-oxoethyl)-7-azaspiro[3.5]nonan-2-yl]methoxy]phenyl]pyridine-2-carboxylic acid S1C(=NC2=C1C=CC=C2)NC(=O)C=2C=CC=C1CCN(CC21)C2=CC=C(C(=N2)C(=O)O)C2=C(C(=CC=C2)OCC2CC1(C2)CCN(CC1)CC=O)C